FC(OC=1C=C(C=CC1)C1=NN(C=2C1=NC=C(C2)C(=O)NC2(CS(C2)(=O)=O)C)[C@H](C)C(C)(C)O)F (R)-3-(3-(difluoromethoxy)phenyl)-1-(3-hydroxy-3-methylbutan-2-yl)-N-(3-methyl-1,1-dioxidothietan-3-yl)-1H-pyrazolo[4,3-b]pyridine-6-carboxamide